2'-(4,5-Dimethyl-1H-imidazol-2-yl)-N-(2-(tetrahydro-2H-pyran-4-yl)ethyl)-3,4'-bipyridin-5-carboxamid CC=1N=C(NC1C)C1=NC=CC(=C1)C=1C=NC=C(C1)C(=O)NCCC1CCOCC1